[Al].[Ag].[Au] gold-silver aluminum